COC=1C=C(CNC2=C3N=CN(C3=NC=N2)[C@H]2[C@@H](O)[C@H](O)[C@H](O2)CO)C=C(C1)OC 6-(3,5-Dimethoxybenzylamino)-9-β-D-arabinofuranosylpurin